CN1N=C(C(=C1)C(=O)NC1=C2[C@@H](CC(C2=CC=C1)(C)C)C)C(F)(F)F 1-methyl-3-(trifluoromethyl)-N-[(3R)-1,1,3-trimethyl-2,3-dihydro-1H-inden-4-yl]-1H-pyrazole-4-carboxamide